7-(2-(isobutylamino)-7H-pyrrolo[2,3-d]pyrimidin-5-yl)-2,2-dimethylchroman-4-one C(C(C)C)NC=1N=CC2=C(N1)NC=C2C2=CC=C1C(CC(OC1=C2)(C)C)=O